(4S)-N-((R or S)-(3-chloro-2,4-difluorophenyl)(6-(2,2,2-trifluoroethoxy)-pyridazin-3-yl)methyl)-2-oxoimidazolidine-4-carboxamide ClC=1C(=C(C=CC1F)[C@@H](NC(=O)[C@H]1NC(NC1)=O)C=1N=NC(=CC1)OCC(F)(F)F)F |o1:8|